C(#N)C1=C(C=C(C=C1)N1C(N(C(C1=O)(C)C)C1CCC(CC1)CCCN1C[C@@H](N([C@H](C1)C)CC(=O)N)C)=S)C(F)(F)F 2-((trans)-4-(3-((1r,4S)-4-(3-(4-cyano-3-(trifluoromethyl)phenyl)-5,5-dimethyl-4-oxo-2-thioxoimidazolidin-1-yl)cyclohexyl)propyl)-2,6-dimethylpiperazin-1-yl)acetamide